((4-((4-cyanophenyl)amino)quinazolin-2-yl)thio)butanoic acid C(#N)C1=CC=C(C=C1)NC1=NC(=NC2=CC=CC=C12)SC(C(=O)O)CC